C(CCCCCCC\C=C/C\C=C/CCCCC)(=O)OC1=C2C(=CNC2=CC=C1)C([2H])([2H])[C@@H]1N(CCC1)C([2H])([2H])[2H] 3-(((R)-1-(methyl-d3) pyrrolidin-2-yl) methyl-d2)-1H-indol-4-yl (9z,12z)-octadeca-9,12-dienoate